cadmium calcium copper zinc chromate sulfate S(=O)(=O)([O-])[O-].[Cr](=O)(=O)([O-])[O-].[Zn+2].[Cu+2].[Ca+2].[Cd+2]